FC([C@@H]1N(CCC1)C#N)(F)F (R)-2-(trifluoromethyl)pyrrolidine-1-carbonitrile